C(C)(C)(C)C=1C=C(CN(C(CN(S(=O)(=O)C2=C(C(=C(C(=C2F)F)F)F)F)CC2=C(C(=C(C(=C2F)F)F)F)F)=O)C2=CC(=C(C(=O)O)C=C2N(C)C)F)C=C(C1)C1CC1 4-(N-(3-(tert-butyl)-5-cyclopropylbenzyl)-2-(N-((perfluorophenyl)methyl)-(2,3,4,5,6-pentafluoro-phenyl)sulfonamido)acetamido)-5-(dimethylamino)-2-fluorobenzoic acid